COC=1C=CC=C2C=C(C(OC12)=O)C(=O)[NH-] 8-methoxycoumarin-3-carbonylamide